C(C)OC(=O)C1=C(NC(=N[C@H]1C1=C(C(=CC=C1)F)C)C=1SC=CN1)CN1CCN(CC1)C(=O)N1C[C@@H](CCC1)C(=O)O (R)-1-(4-(((S)-5-(ethoxycarbonyl)-6-(3-fluoro-2-methylphenyl)-2-(thiazol-2-yl)-3,6-dihydropyrimidin-4-yl)methyl)piperazine-1-carbonyl)piperidine-3-carboxylic acid